ClC1=CC=C(S1)C(=O)NC(N(C1=CC=CC=C1)OC1=NC=C(C=C1)C(F)(F)F)=S 5-chloro-N-[(5-trifluoromethylpyridin-2-yloxy)phenylthiocarbamoyl]thiophene-2-carboxamide